ClC1=NC=C(C(=C1)N1C[C@H](CCC1)NC(OC(C)(C)C)=O)C1=CC(=C(C=C1)N1CCOCC1)C tert-butyl N-[(3S)-1-[2-chloro-5-(3-methyl-4-morpholino-phenyl)-4-pyridyl]-3-piperidyl]carbamate